N-(3-amino-4-(2-chloro-5-fluorophenoxy)-1-ethyl-1H-indazol-5-yl)-3-fluoro-5-(trifluoromethyl)benzamide NC1=NN(C2=CC=C(C(=C12)OC1=C(C=CC(=C1)F)Cl)NC(C1=CC(=CC(=C1)C(F)(F)F)F)=O)CC